C12CNCC2O1 6-oxa-3-azabicyclo[3.1.0]hexane